FC1=CC(=C(C=C1)N1C(SCC1=O)C1=CC=C(C=C1)F)C 3-(4-Fluoro-2-methylphenyl)-2-(4-fluorophenyl)thiazolidin-4-one